4-({2-chloro-3-[(1-methylcyclopropyl)carbamoyl]phenyl}amino)-N-[(2E)-imidazolidin-2-ylidene]-3-methanesulfonyl-benzamide ClC1=C(C=CC=C1C(NC1(CC1)C)=O)NC1=C(C=C(C(=O)N=C2NCCN2)C=C1)S(=O)(=O)C